ClC=1C=CC2=C(CCO2)C1N=C=S 5-Chloro-4-isothiocyanato-2,3-dihydrobenzofuran